C(CC(C)CCC=C(C)C)C(C(=O)O)C1=CC=CC=C1.CN1CCN(CCC1)CCC(=O)N 3-(4-methyl-1,4-diazepan-1-yl)propanamide CITRONELLYL-PHENYLACETATE